OC1C[C@H](N(C1)C(=O)OC(C)(C)C)C(=O)OCCCCCCCC(=O)OC(CCCCCCCC)CCCCCCCC O1-tert-butyl O2-[8-(1-octylnonoxy)-8-oxo-octyl] (2S)-4-hydroxypyrrolidine-1,2-dicarboxylate